C1=CC=CC=2C3=CC=CC=C3C(C12)COC(=O)NCCCC[C@@H](C(=O)NCC(=O)OCC)NC(=O)OC(C)(C)C (S)-ethyl 2-(6-((((9H-fluoren-9-yl)methoxy)carbonyl)amino)-2-((tert-butoxycarbonyl)amino)hexanamido)acetate